(1R,2S,5S)-N-((S)-1-cyano-2-((S)-2-oxopyrrolidin-3-yl)ethyl)-3-(ethyl-L-prolyl)-6,6-dimethyl-3-azabicyclo[3.1.0]hexane-2-carboxamide C(#N)[C@H](C[C@H]1C(NCC1)=O)NC(=O)[C@@H]1[C@H]2C([C@H]2CN1C([C@H]1N(CCC1)CC)=O)(C)C